ClC=1C=CC2=C(N=C(S2)C2=CC=C(OCCCCCCC(=O)NO)C=C2)C1 7-(4-(5-chlorobenzo[d]thiazol-2-yl)phenoxy)-N-hydroxyheptanamide